COC(C(CCC)N1C=NC(=C1)CN1C=CC2=CC=C(C=C12)C#N)=O (4-((6-cyano-1H-indol-1-yl)methyl)-1H-imidazol-1-yl)pentanoic acid methyl ester